BrC=1C(=NC(=CC1)N(CCC#CC)C(=O)OC(C)(C)C)C(=O)OCC ethyl 3-bromo-6-{[(tert-butoxy)carbonyl](pent-3-yn-1-yl)amino}pyridine-2-carboxylate